bis[2-chloro-1-(chloroethyl) ethyl] phosphate P(=O)(OC(CCl)CCCl)(OC(CCl)CCCl)[O-]